COC(C1=CC(=NC=C1)C=1SC=CC1)=O 2-(thiophen-2-yl)isonicotinic acid methyl ester